(3S)-N-{4-methyl-3-[2-(1-methylpyrazol-4-yl)-6-(morpholin-4-yl)pyridin-4-yl]phenyl}-3-(trifluoromethoxy)pyrrolidine-1-carboxamide CC1=C(C=C(C=C1)NC(=O)N1C[C@H](CC1)OC(F)(F)F)C1=CC(=NC(=C1)N1CCOCC1)C=1C=NN(C1)C